sodium 5,10-methylene-(6R)-tetrahydrofolate C1N2C=3C(NC(=NC3NC[C@@H]2CN1C1=CC=C(C(N[C@@H](CCC(=O)[O-])C(=O)O)=O)C=C1)N)=O.[Na+]